perfluorooctanoyl-propyl-triethoxysilane FC(C(F)(F)F)(O[Si](OC(C(F)(F)F)(F)F)(OC(C(F)(F)F)(F)F)C(C(C(F)(F)F)(F)F)(F)F)C(C(C(C(C(C(C(C(F)(F)F)(F)F)(F)F)(F)F)(F)F)(F)F)(F)F)=O